FC(S(=O)(=O)OC1=CC=CC=2C(N([C@H]3C=4N([C@@H](C21)C3)C3=C(N4)C=CC(=C3)Cl)C)=O)(F)F (7R,14R)-11-chloro-6-methyl-5-oxo-5,6,7,14-tetrahydro-7,14-methanobenzo[f]benzo[4,5]imidazo[1,2-a][1,4]diazocin-1-yl trifluoromethanesulfonate